(2E,4E)-1-(piperidin-1-yl)-5-(2,4,6-trimethoxyphenyl)penta-2,4-dien-1-one N1(CCCCC1)C(\C=C\C=C\C1=C(C=C(C=C1OC)OC)OC)=O